CO[C@]1(CC=CC=C1)CCN (R)-1-methoxyphenylethylamine